C[C@H]1N(C[C@H]1N1CCN(CC1)C(C=C)=O)C1=NC(=NC(=C1)N1CCC(CC1)C1=C(C=NN1C1CN(CC1)C)C)C(F)(F)F 1-(4-((2R,3R)-2-Methyl-1-(6-(4-(4-methyl-1-(1-methylpyrrolidin-3-yl)-1H-pyrazol-5-yl)piperidin-1-yl)-2-(trifluoromethyl)pyrimidin-4-yl)azetidin-3-yl)piperazin-1-yl)prop-2-en-1-one